(8R,9S)-9-hydroxy-8-((S)-5H-imidazo[5,1-a]isoindol-5-yl)-6,7,8,9-tetrahydro-4H-quinolizin-4-one O[C@H]1[C@H](CCN2C(C=CC=C12)=O)[C@@H]1N2C(C3=CC=CC=C13)=CN=C2